3-(1H-benzo[d]imidazol-1-yl)-2-oxobutanoic acid N1(C=NC2=C1C=CC=C2)C(C(C(=O)O)=O)C